(2R,5S)-4-Boc-2,5-dimethylpiperazine mandelate C(C(O)C1=CC=CC=C1)(=O)O.C(=O)(OC(C)(C)C)N1C[C@H](NC[C@@H]1C)C